methyl 3-(prop-1-en-2-yl)-5-((3-(2,2,2-trifluoroethoxy)pyridin-2-yl)oxy)pyrazolo[1,5-a]pyridine-2-carboxylate C=C(C)C=1C(=NN2C1C=C(C=C2)OC2=NC=CC=C2OCC(F)(F)F)C(=O)OC